C(C)(C)C1=C(NC2=CC=C(C=C12)OCC(=O)N1CC2(CC1)CCNCC2)C2=CC(=NC=C2)C 2-((3-Isopropyl-2-(2-methylpyridin-4-yl)-1H-indol-5-yl)oxy)-1-(2,8-diazaspiro[4.5]decan-2-yl)ethan-1-on